5-bromo-2-cyanopyridin-3-yl 4,6-di-O-acetyl-3-azido-3-deoxy-2-O-methyl-1-thio-D-galactopyranoside C(C)(=O)O[C@@H]1[C@@H]([C@H](C(SC=2C(=NC=C(C2)Br)C#N)O[C@@H]1COC(C)=O)OC)N=[N+]=[N-]